3-iodobenzoic acid IC=1C=C(C(=O)O)C=CC1